C(C)(C)(C)OC(=O)NC1(CC2=CC(=CC=C2CC1)OC1=C(C=CC=C1)C1=CC(=CC=C1)Cl)C(=O)OC methyl 2-((tert-butoxycarbonyl) amino)-7-((3'-chloro-[1,1'-biphenyl]-2-yl) oxy)-1,2,3,4-tetrahydronaphthalene-2-carboxylate